FC(=C1CC2(CCCN2C1)COC=1N=C(C2=C(N1)CN(CC2)C(=O)OC(C)(C)C)OC)F tert-butyl 2-((2-(difluoromethylene)tetrahydro-1H-pyrrolizin-7a(5H)-yl)methoxy)-4-methoxy-5,8-dihydropyrido[3,4-d]pyrimidine-7(6H)-carboxylate